methyl 3'-acetyl-4'-(2-chloro-5-cyanobenzamido)-2',4,5,6'-tetrafluoro-[1,1'-biphenyl]-3-carboxylate C(C)(=O)C=1C(=C(C(=CC1NC(C1=C(C=CC(=C1)C#N)Cl)=O)F)C1=CC(=C(C(=C1)F)F)C(=O)OC)F